C1(NC([C@@H]2[C@H]3CC[C@@H]([C@H]12)C3)=O)=O (3aR,4S,7R,7aS)-hexahydro-1H-4,7-methanoisoindole-1,3(2H)-dione